C(C#C)OCCCCCCCCOCC#C 1,8-bis(prop-2-yn-1-yloxy)octane